C(CCCCC)C(C(=O)OCCCCCCN(CCOCCO)CCCCCCOC(C(CCCCCCCC)CCCCCC)=O)CCCCCCCC (N-[(2-Hydroxyethyl)oxyethyl]azanediyl)bis(hexane-6,1-diyl) bis(2-hexyldecanoate)